ClC=1C=2N(C=CC1)N=C(C2)[C@@H]2N(CCC1=C2N=CN1)C(=O)C1=C(N=C(O1)C(C)(C)F)C (R)-(4-(4-chloropyrazolo[1,5-a]pyridin-2-yl)-6,7-dihydro-1H-imidazo[4,5-c]pyridin-5(4H)-yl)(2-(2-fluoropropan-2-yl)-4-methyloxazol-5-yl)methanone